C(C1=CC=CC=C1)OC(=O)NC1(CCC2=C(C=C(S2)C(=O)O)C1)C 5-(benzyloxycarbonylamino)-5-methyl-6,7-dihydro-4H-benzothiophene-2-carboxylic acid